C(#N)C1=CC(=CC=2N=C(OC21)C=2C(=C(C=CC2)C2=C(C(=CC=C2)NC=2N=CC=C1C=C(C=NC21)CNC[C@H](C)O)C)C)CN2CCC(CC2)C(=O)O (S)-1-((7-cyano-2-(3'-(3-((2-hydroxypropylamino)methyl)-1,7-naphthyridin-8-ylamino)-2,2'-dimethylbiphenyl-3-yl)benzo[d]oxazol-5-yl)methyl)piperidine-4-carboxylic acid